CC/C=C/C/C=C/C/C=C/C/C=C/C/C=C/C/C=C/CCC(=O)OC all-cis-4,7,10,13,16,19-docosahexaenoic acid methyl ester